5-(2-iodo-6-nitrophenyl)-2-oxo-4-(thiophen-2-yl)-2H-pyran-6-carboxylic acid tert-butyl ester C(C)(C)(C)OC(=O)C1=C(C(=CC(O1)=O)C=1SC=CC1)C1=C(C=CC=C1[N+](=O)[O-])I